2,4-dichloro-5-methoxy-7-[3-(4-methyl-1-piperazinyl)propoxy]-3-quinolinecarbonitrile ClC1=NC2=CC(=CC(=C2C(=C1C#N)Cl)OC)OCCCN1CCN(CC1)C